ClC1=C(C=O)C=C(C=C1)C(F)(F)F 2-chloro-5-(trifluoro-methyl)benzaldehyde